3-((4-fluoro-1H-pyrazol-1-yl)methyl)piperidine hydrochloride Cl.FC=1C=NN(C1)CC1CNCCC1